CC(C(=O)[O-])C(CC(=O)[O-])C1=CC=CC=C1 2-methyl-3-phenylglutarate